ClC1=C(C=C(C(=C1)OC1=CC=CC=C1)C)N=CN(C)CC N'-(2-chloro-5-methyl-4-phenoxyphenyl)-N-ethyl-N-methylimido-formamide